C(CCC)N1CN(C2=C1C=CC=C2)CCCCS(=O)(=O)O 1-butyl-3-(4-sulfobutyl)benzimidazole